(R)-N-[(1S)-1'-(7-bromo-6-methyl-pyrazolo[1,5-a]pyrazin-4-yl)-4-methoxy-spiro[indane-2,4'-piperidine]-1-yl]-2-methyl-propane-2-sulfinamide BrC1=C(N=C(C=2N1N=CC2)N2CCC1(CC2)[C@@H](C2=CC=CC(=C2C1)OC)N[S@](=O)C(C)(C)C)C